4-(5-morpholino-3-(trifluoromethyl)-1H-pyrazol-1-yl)benzonitrile O1CCN(CC1)C1=CC(=NN1C1=CC=C(C#N)C=C1)C(F)(F)F